OCC(C)(C)OC1=C(C=C(C=C1)C(CCC1=C(N=C(S1)C1=CC=C(C=C1)C(F)(F)F)CN1CCN(CC1)C1=CC=C(C=C1)C(C)C)=O)C 1-(4-((1-hydroxy-2-methylpropan-2-yl)oxy)-3-methylphenyl)-3-(4-((4-(4-isopropylphenyl)piperazin-1-yl)methyl)-2-(4-(trifluoromethyl)phenyl)thiazol-5-yl)propan-1-one